COC(C1=C(N=C(C=C1Br)Cl)Cl)=O 4-bromo-2,6-dichloronicotinic acid methyl ester